3-((2-(1-methyl-1,4,5,6-tetrahydropyrimidin-2-yl)-5-((2-methyl-[1,1'-biphenyl]-3-yl)methoxy)phenoxy)methyl)benzonitrile CN1C(=NCCC1)C1=C(OCC=2C=C(C#N)C=CC2)C=C(C=C1)OCC=1C(=C(C=CC1)C1=CC=CC=C1)C